5-(6-bromo-3-methoxypyrazin-2-yl)-7-(but-3-en-1-yloxy)pyrazolo[1,5-a]Pyridine BrC1=CN=C(C(=N1)C1=CC=2N(C(=C1)OCCC=C)N=CC2)OC